C(C)S(=O)(=O)C(=C=O)C1=NC=C(C=C1)C1=CC=C(C=C1)F ethylsulfonyl-5-(4-fluorophenyl)-2-pyridyl-1-ethenone